NC1(CCN(CC1)C=1C=CC=2N(C1)N=CC2C2=NC(=NC=C2Cl)N[C@H]2[C@@H](COCC2)O)C (3S,4R)-4-((4-(6-(4-amino-4-methylpiperidin-1-yl)pyrazolo[1,5-a]pyridin-3-yl)-5-chloropyrimidin-2-yl)amino)tetrahydro-2H-pyran-3-ol